(1-oxo-5-(3-(piperazin-1-yl)prop-1-yn-1-yl)isoindol-2-yl)piperidine-2,6-dione O=C1N(CC2=CC(=CC=C12)C#CCN1CCNCC1)N1C(CCCC1=O)=O